OC1=CC=C([C@@H]2OC3=CC(=CC=C3[C@]([C@@H]2O)(O)OC)O)C=C1 (2S,3R,4S)-4',7-dihydroxy-4-methoxyflavan-3,4-diol